methyl (2R)-2-([1-[(2-chlorophenyl) methyl]-5-(3-methoxyphenyl)-1H-pyrazol-3-yl] methoxy)-2-methylbutyrate ClC1=C(C=CC=C1)CN1N=C(C=C1C1=CC(=CC=C1)OC)CO[C@@](C(=O)OC)(CC)C